dimethylsilylenebis(2-methylindenyl)titanium dichloride [Cl-].[Cl-].C[Si](=[Ti+2](C1C(=CC2=CC=CC=C12)C)C1C(=CC2=CC=CC=C12)C)C